6-[5-Methyl-1-(4-piperidyl)triazol-4-yl]-4-[(1R)-1-(2-methylthiazol-4-yl)ethoxy]pyrazolo[1,5-a]pyridine-3-carbonitrile CC1=C(N=NN1C1CCNCC1)C=1C=C(C=2N(C1)N=CC2C#N)O[C@H](C)C=2N=C(SC2)C